C(CC\C=C\C=C/CCCC)[Mg]Cl (4e,6z)-4,6-undecadienyl-magnesium chloride